ethyl 3-(4-fluorophenyl)-1-(oxiran-2-ylmethyl)-1H-pyrazole-5-carboxylate FC1=CC=C(C=C1)C1=NN(C(=C1)C(=O)OCC)CC1OC1